titanium Bis(cyclopentadienyl)bis[2,6-difluoro-3-(2-ethylbutyrylamino)phenyl]titanium C1(C=CC=C1)[Ti](C1=C(C(=CC=C1F)NC(C(CC)CC)=O)F)(C1=C(C(=CC=C1F)NC(C(CC)CC)=O)F)C1C=CC=C1.[Ti]